The molecule is an acyl-CoA that results from the formal condensation of the thiol group of coenzyme A with the carboxy group of perillic acid. It has a role as a mouse metabolite. It derives from a perillic acid. CC(=C)C1CCC(=CC1)C(=O)SCCNC(=O)CCNC(=O)[C@@H](C(C)(C)COP(=O)(O)OP(=O)(O)OC[C@@H]2[C@H]([C@H]([C@@H](O2)N3C=NC4=C(N=CN=C43)N)O)OP(=O)(O)O)O